1-ethoxy-2,2,2-trifluoro-ethanol C(C)OC(C(F)(F)F)O